O=C1CC2(C1)CN(CC2)C(=O)OC(C)(C)C tertbutyl 2-oxo-6-azaspiro[3.4]octane-6-carboxylate